N-(5-bromo-2-nitrophenyl)-2',3',4',5'-tetrahydro-[1,1'-biphenyl]-4-amine BrC=1C=CC(=C(C1)NC1=CC=C(C=C1)C=1CCCCC1)[N+](=O)[O-]